methyl (4-((5-(4-aminophenyl)-1H-pyrazol-3-yl)amino)-3-methylphenyl)carbamat NC1=CC=C(C=C1)C1=CC(=NN1)NC1=C(C=C(C=C1)NC(OC)=O)C